6-[[5-chloro-3-(2,2,2-trifluoroethoxy)-2-pyridyl]oxy]-N-[(3S)-tetrahydrofuran-3-yl]-1,3-benzoxazole-2-carboxamide ClC=1C=C(C(=NC1)OC1=CC2=C(N=C(O2)C(=O)N[C@@H]2COCC2)C=C1)OCC(F)(F)F